4-(3-((4-bromo-2-methylphenyl)amino)-4-fluoro-1H-pyrazol-5-yl)phenol BrC1=CC(=C(C=C1)NC1=NNC(=C1F)C1=CC=C(C=C1)O)C